n-hexyl-β-phenylacrylonitrile C(CCCCC)C(C#N)=CC1=CC=CC=C1